para-Chlorobenzoic acid ClC1=CC=C(C(=O)O)C=C1